3-(3-Chloro-4-fluorophenyl)-1-methyl-1-(1-(5-(methylamino)pyrido[3,4-b]pyrazin-8-yl)ethyl)urea ClC=1C=C(C=CC1F)NC(N(C(C)C1=CN=C(C2=NC=CN=C21)NC)C)=O